ClC=1C=CC(=C(C1)C1=CC(=C(N=N1)C)NC1=CC(=NC=C1)NC(CCN1CCOC2(CN(C2)C)C1)=O)F N-(4-{[6-(5-chloro-2-fluorophenyl)-3-methylpyridazin-4-yl]amino}pyridin-2-yl)-3-{2-methyl-5-oxa-2,8-diazaspiro[3.5]nonan-8-yl}propanamide